C(C1=CC=CC=C1)N1[C@@H](CN(S1(=O)=O)C(=O)OC(C)(C)C)C(=O)OC 2-(tert-butyl) 4-methyl (S)-5-benzyl-1,2,5-thiadiazolidine-2,4-dicarboxylate 1,1-dioxide